CC1=CC(=C(N)C(=C1)C(C)(C)C)C(C)(C)C 4-methyl-2,6-di-tert-butylaniline